2-aminomethylimidazole hydrochloride Cl.NCC=1NC=CN1